5-((3-aminobenzyl)amino)-N-(3,5-dimethoxyphenyl)benzofuran-2-carboxamide NC=1C=C(CNC=2C=CC3=C(C=C(O3)C(=O)NC3=CC(=CC(=C3)OC)OC)C2)C=CC1